NC1=C2N=CN(C2=NC(=N1)F)[C@H]1C[C@@H]([C@@](O1)(C#C)CO[P@](=O)(OC1=CC=CC=C1)N[C@@H](C)C(=O)OCC(CC)CC)OC(=O)OCCCCCCCCC 2-Ethylbutyl ((S)-(((2R,3S,5R)-5-(6-amino-2-fluoro-9H-purin-9-yl)-2-ethynyl-3-(((nonyloxy)carbonyl)oxy)tetrahydrofuran-2-yl)methoxy)(phenoxy)phosphoryl)-L-alaninate